ClC=1C(=C(C=CC1)NC=1C2=C(N=C(N1)C)C=C(C=N2)CN2C[C@@H](CC2)O)C (R)-1-((4-((3-chloro-2-methylphenyl)amino)-2-methylpyrido[3,2-d]pyrimidin-7-yl)methyl)pyrrolidin-3-ol